1-(3-chloro-5'-fluoro-2'-hydroxy-3'-(2-(piperazin-1-yl)-6-(1H-pyrazol-5-yl)pyridin-4-yl)-[1,1'-biphenyl]-4-yl)-3-methyl-1H-imidazol-2(3H)-one ClC=1C=C(C=CC1N1C(N(C=C1)C)=O)C1=C(C(=CC(=C1)F)C1=CC(=NC(=C1)C1=CC=NN1)N1CCNCC1)O